OC1=C(OC(=C1O)C(=O)O)C(=O)O 3,4-Dihydroxy-2,5-furandicarboxylic acid